4-amino-8-(2-chloropyridin-3-yl)-7-fluoro-3-(propylcarbamoyl)isoquinoline-2-oxide NC1=C([N+](=CC2=C(C(=CC=C12)F)C=1C(=NC=CC1)Cl)[O-])C(NCCC)=O